C(C)(C)(C)OC(=O)N[C@@H](CCS)C(=O)[O-] (tert-butoxycarbonyl)-Z-homocysteinate